1-(N-phenothiazinyl)-3-phenylbut-3-ene C1=CC=CC=2SC3=CC=CC=C3N(C12)CCC(=C)C1=CC=CC=C1